O=C(/C=C/C(=O)OC)CC(SCCNC(CCNC(=O)[C@@H]1OC(OCC1(C)C)(C)C)=O)=O methyl (2E)-4,6-dioxo-6-[[2-(3-[[(4R)-2,2,5,5-tetramethyl-1,3-dioxan-4-yl]formamido]propanamido)ethyl]sulfanyl]hex-2-enoate